N-(4-(4-(5-Fluoropyridin-2-yl)piperazin-1-yl)phenyl)-4-methoxybenzamid FC=1C=CC(=NC1)N1CCN(CC1)C1=CC=C(C=C1)NC(C1=CC=C(C=C1)OC)=O